O1CCCCC1.[Hf] hafnium oxane